N1N=NN=C1C1=CC=C(C=C1)[C@@H]1CC2(CC(C2)(F)F)CCN1CC1=C2C=CNC2=C(C=C1OC)C |r| Racemic-(SR)-6-(4-(1H-tetrazol-5-yl)phenyl)-2,2-difluoro-7-((5-methoxy-7-methyl-1H-indol-4-yl)methyl)-7-azaspiro[3.5]nonane